P(=O)(OP(=O)(OCC=C(CCC=C(CCC=C(CCC=C(C)C)C)C)C)[O-])([O-])[O-] [oxido(3,7,11,15-tetramethylhexadeca-2,6,10,14-tetraenoxy)phosphoryl] phosphate